[B-](COCC[Si](C)(C)C)(F)(F)F.[K+] Potassium [(2-trimethylsilyl)ethoxymethyl]trifluoroborate